acryloylmethanesulphonic Acid C(C=C)(=O)CS(=O)(=O)O